8-isopropoxy-2-(1-methyl-2-oxabicyclo[2.2.1]hept-4-yl)imidazo[1,2-a]pyrazine-6-carboxylic acid C(C)(C)OC=1C=2N(C=C(N1)C(=O)O)C=C(N2)C21COC(CC2)(C1)C